N1(CCCC1)CCONC1=CC=CC(=C1)C(F)(F)F (2-(pyrrolidin-1-yl)ethoxy)-5-(trifluoromethyl)aniline